(Z)-1-acetyl-2-((5-(2-acetyl-1,2,3,4-tetra-hydroisoquinolin-6-yl)-6-(morpholine-4-carbonyl)-quinolin-2-yl)-methylene)indolin-3-one C(C)(=O)N1\C(\C(C2=CC=CC=C12)=O)=C/C1=NC2=CC=C(C(=C2C=C1)C=1C=C2CCN(CC2=CC1)C(C)=O)C(=O)N1CCOCC1